(methanesulfonyl)benzeneboronic acid CS(=O)(=O)C1=C(C=CC=C1)B(O)O